5,5-dimethyl-1-((2-((1-methyl-2-oxopiperidin-4-yl)amino)pyridin-4-yl)methyl)-3-(4-((trifluoromethyl)sulfonyl)phenyl)imidazolidine-2,4-dione CC1(C(N(C(N1CC1=CC(=NC=C1)NC1CC(N(CC1)C)=O)=O)C1=CC=C(C=C1)S(=O)(=O)C(F)(F)F)=O)C